C(C)[Si](C1=CC=C(S1)C=1SC(=CC1)C=1SC(=CC1)[Si](CC)(CC)CC)(CC)CC 5,5''-Bis(triethylsilyl)-2,2':5',2''-terthiophene